22-tricosaenoic acid C(CCCCCCCCCCCCCCCCCCCCC=C)(=O)O